C1[C@H]2N(CCN1C=1C=CC=3N(C(C=CN3)=O)C1)CCC2 7-[(8aS)-hexahydropyrrolo[1,2-a]pyrazin-2(1H)-yl]-4H-pyrido[1,2-a]pyrimidin-4-one